C1(CC(C(CC1)C(C)C)N)C (-)-Menthylamine